C1(=CC=CC=C1)N(C1=CC=CC=C1)C1=CC=C(C=C1)C=CC1=CC=CC=C1 p-N,N-diphenylaminostyryl-benzene